N-(3-(2-hydroxypropan-2-yl)bicyclo[1.1.1]pent-1-yl)-2-(4-isobutoxy-3-isopropyl-6-oxopyridazin-1(6H)-yl)acetamide PhthalimidoPhosphoramidite C1(C=2C(C(N1NP(O)O)=O)=CC=CC2)=O.OC(C)(C)C21CC(C2)(C1)NC(CN1N=C(C(=CC1=O)OCC(C)C)C(C)C)=O